N1=CC=C(C=C1)CN1/C(/SC=C1)=N/C(=O)C1=CNC2=NC=CC=C21 (Z)-N-(3-(pyridin-4-ylmethyl)thiazol-2(3H)-ylidene)-1H-pyrrolo[2,3-b]pyridine-3-carboxamide